4-fluoro-3-(trifluoromethyl)-phenylboronic acid FC1=C(C=C(C=C1)B(O)O)C(F)(F)F